N1(N=CC=C1)C1=CC=C(CN(C=2C=C(CN3CC(NCC3)=O)C=CC2)CC2=CC(=CC=C2)OC)C=C1 4-(3-((4-(1H-pyrazol-1-yl)benzyl)(3-methoxybenzyl)amino)benzyl)piperazin-2-one